C(C)(C)(C)OC(N[C@@]1(CN(CC1)C1=C(C(=NC=C1C(NC1CCC(CC1)(F)F)=O)C1CC1)C1=CC(=CC(=C1)F)F)C)=O (S)-(1-(2-cyclopropyl-5-((4,4-difluorocyclohexyl)carbamoyl)-3-(3,5-difluorophenyl)pyridin-4-yl)-3-methylpyrrolidin-3-yl)carbamic acid tert-butyl ester